2-fluoro-1-((2-(trimethylsilyl)ethoxy)methyl)-1H-pyrrolo[2,3-b]pyridin-4-amine FC1=CC2=C(N=CC=C2N)N1COCC[Si](C)(C)C